N-(3-(2-cyano-3-(trifluoromethyl)pyridin-4-ylamino)phenyl)-3-(6-fluoroquinolin-4-ylamino)benzamide C(#N)C1=NC=CC(=C1C(F)(F)F)NC=1C=C(C=CC1)NC(C1=CC(=CC=C1)NC1=CC=NC2=CC=C(C=C12)F)=O